P(=O)([O-])([O-])[O-].[Al+3].[Cr+3].P(=O)([O-])([O-])[O-] chromium aluminum phosphate